di-n-propylmagnesium C(CC)[Mg]CCC